COC1=CC=C(C=C1)NC(=O)C1=CN=C[Se]1 N-(4-methoxyphenyl)-1,3-selenazol-5-carboxamide